O[C@@H](COC1=CC=C(C=C1)C=O)CN1N=CN=N1 [4-[(2R)-2-hydroxy-3-(2H-tetrazol-2-yl)propoxy]phenyl]-methanone